(S)-3-((4-(3-((2-(1-hydroxy-ethyl)-1H-imidazol-1-yl)methyl)isoxazol-5-yl)phenyl)ethynyl)benzoic acid O[C@@H](C)C=1N(C=CN1)CC1=NOC(=C1)C1=CC=C(C=C1)C#CC=1C=C(C(=O)O)C=CC1